2-amino-3-(7-(2-ethylphenyl)thieno[3,2-b]pyridine-2-carboxamido)propanoate NC(C(=O)[O-])CNC(=O)C1=CC2=NC=CC(=C2S1)C1=C(C=CC=C1)CC